ClC=1C(=NC(=NC1)NC1=C(C=C(C(=O)NC(CC)C2=CC=CC=C2)C=C1)OC)C=1C=NN(C1)C(C)C 4-((5-chloro-4-(1-isopropyl-1H-pyrazol-4-yl)pyrimidin-2-yl)amino)-3-methoxy-N-(1-phenylpropyl)benzamide